FC=1C2=C3C(C=NC3=C3C(C1OC1=NC=CC(=N1)C)=CC=C(N3C)C3=CC=C(C=C3)NC(C=C)=O)=NNC2 N-(4-(6-fluoro-11-methyl-7-((4-methylpyrimidin-2-yl)oxy)-5,11-dihydro-4H-1,3,4,11-Tetraazadibenzo[cd,h]azulene-10-yl)phenyl)acrylamide